(3S)-N-((R)-(3-chloro-4-fluorophenyl)(6-(trifluoro-methyl)pyridin-2-yl)methyl)-3-methyl-5-oxopiperazine-1-carboxamide ClC=1C=C(C=CC1F)[C@@H](NC(=O)N1C[C@@H](NC(C1)=O)C)C1=NC(=CC=C1)C(F)(F)F